2-bromo-4-(2-((R)-3-(2-isopropylphenyl)morpholino)-6-methyl-7-azaspiro[3.5]nonan-7-yl)benzoic acid BrC1=C(C(=O)O)C=CC(=C1)N1C(CC2(CC(C2)N2[C@@H](COCC2)C2=C(C=CC=C2)C(C)C)CC1)C